beta-L-aspartic acid C([C@@H](C(=O)O)N)C(=O)O